C(CNC(CCCCCCCCCCCCCCC)=O)NC(CCCCCCCCCCCCCCC)=O N,N'-ethylenebis(palmitamide)